C(#N)C1=CC=C(C=N1)CN(C(CSC1=C(C=CC=C1)CC)=O)CC(=O)NN N-[(6-cyano-3-pyridyl)methyl]-2-(2-ethylphenyl)sulfanyl-N-(2-hydrazino-2-oxo-ethyl)acetamide